CN(S(=O)(=O)C=C)C N,N-dimethylvinylsulfonamide